(((4-methoxybenzyl)oxy)carbonyl)cyclopropane-1-carboxylic acid COC1=CC=C(COC(=O)C2(CC2)C(=O)O)C=C1